C(C)N1CC2=CC(=C(C=C2CC1)OC)NC=1N=NC(=C(N1)NC1=NC=CC=C1C)C(=O)N ((2-Ethyl-6-methoxy-1,2,3,4-tetrahydroisoquinolin-7-yl)amino)-5-((3-methylpyridin-2-yl)amino)-1,2,4-triazine-6-carboxamide